S(O)(O)(=O)=O.FS(=O)(=O)N1C(=NC=C1)C 1-(fluorosulfonyl)-2-methyl-1H-imidazole bisulfate